C(C)S(=O)(=O)C=1C(=NC=C(C1)C1=CC=C(C=C1)C1(CC1)F)C1=NC2=C(N=NC(=C2)C(C(F)(F)F)(F)F)N1C 3-(ethanesulfonyl)-5-[4-(1-fluorocyclopropyl)phenyl]-2-[7-methyl-3-(1,1,2,2,2-pentafluoroethyl)-7H-imidazo[4,5-c]pyridazin-6-yl]pyridine